2-((4-(3-chloro-4-hydroxyphenyl)-5-isobutylthiazol-2-yl)amino)-5-(thiophen-2-yl)nicotinic acid ClC=1C=C(C=CC1O)C=1N=C(SC1CC(C)C)NC1=C(C(=O)O)C=C(C=N1)C=1SC=CC1